C(C)S(=O)(=O)C1=NN=C(S1)N(C(=O)NC)C 1-(5-ethylsulfonyl-1,3,4-thiadiazol-2-yl)-1,3-dimethylurea